C1(CCCCC1)C[C@@H](C(=O)N[C@@H](CC1C(NC2(C1)CCOCC2)=O)C(C(=O)NC2CC2)O)NC(OCC2=CC(=CC=C2)Cl)=O 3-chlorobenzyl ((2S)-3-cyclohexyl-1-(((2S)-4-(cyclopropylamino)-3-hydroxy-4-oxo-1-(2-oxo-8-oxa-1-azaspiro[4.5]decan-3-yl)butan-2-yl)amino)-1-oxopropan-2-yl)carbamate